(1R,3S,4R)-N-((S)-(3-chloro-2,6-difluorophenyl)(4-fluorobicyclo[2.2.1]heptan-1-yl)methyl)-3-hydroxy-4-isopropoxycyclopentane-1-carboxamide ClC=1C(=C(C(=CC1)F)[C@@H](NC(=O)[C@@H]1C[C@@H]([C@@H](C1)OC(C)C)O)C12CCC(CC1)(C2)F)F